1-hexadecanoyl-2-(4Z,7Z,10Z,13Z,16Z,19Z-docosahexaenoyl)-glycero-3-phospho-(1'-sn-glycerol) CCCCCCCCCCCCCCCC(=O)OC[C@H](COP(=O)(O)OC[C@H](CO)O)OC(=O)CC/C=C\C/C=C\C/C=C\C/C=C\C/C=C\C/C=C\CC